N-[(phenylamino)thiooxymethyl]-tryptophan C1(=CC=CC=C1)NSOCN[C@@H](CC1=CNC2=CC=CC=C12)C(=O)O